C(C)(C)(C)OC(=O)N1C(C(CCC1)C=C)C(=O)O 1-(Tert-Butoxycarbonyl)-3-vinylpiperidine-2-carboxylic acid